ClC1=NC=C2C(=N1)N(N=C2C)C2CCOCC2 6-chloro-3-methyl-1-(tetrahydro-2H-pyran-4-yl)-1H-pyrazolo[3,4-d]pyrimidine